DIPROPYL ISOCINCHOMERONATE N1=C(C(=O)OCCC)C=CC(C(=O)OCCC)=C1